dihexadecyl-4H-cyclopenta[2,1-b:3,4-b']dithiophene C(CCCCCCCCCCCCCCC)C1(C2=C(SC=C2)C=2SC=CC21)CCCCCCCCCCCCCCCC